C1(CC1)CO\N=C(/NC(CC1=CC=CC=C1)=O)\C1=C(C(=CC=C1OC(F)F)F)F N-{(Z)-[(cyclopropylmethoxy)-imino]-[6-(difluoromethoxy)-2,3-difluorophenyl]methyl}-2-phenylacetamide